CC1=CNC2=CC=C(C=C12)N1N=NC=C1 3-methyl-5-(triazol-1-yl)-1H-indole